BrC1=C(C=C(C(=C1)Br)OC)SSC1=C(C=C(C(=C1)OC)Br)Br 1,2-Bis(2,4-dibromo-5-methoxyphenyl)disulfane